C(C=C)(=O)N1CC2(C1)CN(CC2)C2=NC(=NC(=C2C#N)C2=C1C=NNC1=CC=C2C)N2CCC(CC2)N2CCN(CC2)C 4-(2-acryloyl-2,6-diazaspiro[3.4]octan-6-yl)-6-(5-methyl-1H-indazol-4-yl)-2-(4-(4-methylpiperazin-1-yl)piperidin-1-yl)pyrimidine-5-carbonitrile